2-(6-chlorobenzofuran-3-yl)acetic acid ClC1=CC2=C(C(=CO2)CC(=O)O)C=C1